S(=O)(=O)=C1N=NC=C1 sulfonyl-diazole